OC=1C=C(C=CC1)C=1C(OC2=CC=C(C=C2C1C)O)C1=CC=C(C=C1)\C=C/CNC 3-(3-Hydroxyphenyl)-4-methyl-2-[4-((Z)-3-methylaminopropenyl)phenyl]-2H-chromen-6-ol